Diethylammonium C(C)[NH2+]CC